tert-Butyl 4-[4-[5-[2-[tert-butyl(dimethyl)silyl]oxy-1-[5-(trifluoromethyl)-3-pyridyl]ethoxy]-3-cyano-imidazo[1,2-a]pyridin-7-yl]-5-methyl-triazol-1-yl]piperidine-1-carboxylate [Si](C)(C)(C(C)(C)C)OCC(OC1=CC(=CC=2N1C(=CN2)C#N)C=2N=NN(C2C)C2CCN(CC2)C(=O)OC(C)(C)C)C=2C=NC=C(C2)C(F)(F)F